C(C)(C)(C)OC(NC1=C(SC(=C1)Cl)Cl)=O (2,5-dichlorothiophen-3-yl)carbamic acid tert-butyl ester